FC(CC(C)NC(O[C@H]1C[C@H](CC1)C1=NNC(=C1)NC(=O)C1=CC=NN1CCN(C)C)=O)(F)F (1R,3S)-3-{5-[{{1-[2-(dimethylamino)ethyl]-1H-pyrazol-5-yl}carbonyl}-amino]-1H-pyrazol-3-yl}-cyclopentyl [(2ξ)-4,4,4-trifluorobutan-2-yl]carbamate